OC(C(=O)C1=CC=C(C=C1)C(=C)C)(C)C 2-hydroxy-2-methyl-1-[4-(1-methylvinyl)phenyl]propan-Al